ClC=1C=CC(=C(C1)C1=C2C(=NC(=C1)C)C(=CS2)C(=O)OC)OCCN2C(=NC=1CCC(CC1C2=O)N(CC2=CC=C(C=C2)C(F)(F)F)C)C methyl 7-(5-chloro-2-(2-(2-methyl-6-(methyl(4-(trifluoromethyl)benzyl)amino)-4-oxo-5,6,7,8-tetrahydroquinazolin-3(4H)-yl)ethoxy)phenyl)-5-methylthieno[3,2-b]pyridine-3-carboxylate